O.C(=O)O methanoate hydrate